OC1C(OC=C1C)=O 3-hydroxy-4-methyl-furanone